N-(5-(4-(((3R,4R)-4-hydroxypyrrolidin-3-yl)methoxy)-1-methyl-1H-pyrazol-5-yl)pyrazolo[1,5-a]pyridin-2-yl)cyclopropanecarboxamide O[C@@H]1[C@H](CNC1)COC=1C=NN(C1C1=CC=2N(C=C1)N=C(C2)NC(=O)C2CC2)C